dimethyl 2,2-bis(2,2-dimethoxyethyl)malonate COC(CC(C(=O)OC)(C(=O)OC)CC(OC)OC)OC